C1(CC1)N(C(OCC1=CC=CC=C1)=O)[C@@H]1CNCCC1 (S)-Benzyl cyclopropyl(piperidin-3-yl)carbamate